OC(C)(C)[C@]1(CC=2C(=NC(=C(C2)NC(=O)C=2C=NN3C2N=CC=C3)N3CCOCC3)O1)C |r| N-[rac-(2R)-2-(1-hydroxy-1-methyl-ethyl)-2-methyl-6-morpholino-3H-furo[2,3-b]pyridin-5-yl]pyrazolo[1,5-a]pyrimidine-3-carboxamide